(Z)-(2-(1-phenylhex-1-en-2-yl)-1,3-dioxolan-4-yl)methyl hydrogen sulfate S(=O)(=O)(OCC1OC(OC1)\C(=C/C1=CC=CC=C1)\CCCC)O